N-(4-fluoro-2-(4-methylpiperazin-1-yl)-5-(5-(morpholinomethyl)pyridin-3-yl)phenyl)-6-oxo-4-(trifluoromethyl)-1,6-dihydropyridine-3-carboxamide FC1=CC(=C(C=C1C=1C=NC=C(C1)CN1CCOCC1)NC(=O)C1=CNC(C=C1C(F)(F)F)=O)N1CCN(CC1)C